OC1=C(C=C(C=C1)CCC(CC(CCC1=CC(=C(C=C1)O)OC)O)O)OC 1,7-bis(4-hydroxy-3-methoxyphenyl)heptane-3,5-diol